C(CCCCCCC\C=C/CCCCCCCC)(=O)O[C@@H](COP(=O)(O)O)[C@H](CN1N=NC=2C3=C(N(CC4=C(C21)C=CC=C4)C(CCCCCNC4=CC=C(C2=NON=C24)[N+](=O)[O-])=O)C=CC=C3)OC(CCCCCCCCCCCCCCCCC)=O (2S,3S)-4-(8-(6-((7-nitrobenzo[c][1,2,5]oxadiazol-4-yl)amino)hexanoyl)-8,9-dihydro-1H-dibenzo[b,f][1,2,3]triazolo[4,5-d]azocin-1-yl)-1-(phosphonooxy)-3-(stearoyloxy)butan-2-yl oleate